C(#N)C=1C=NN2C1C(=CC(=C2)C=2C=NN(C2C)C2CN(C2)[C@@H]2CN(CC2)C#N)OC (3S)-3-[3-(4-[3-Cyano-4-methoxypyrazolo[1,5-a]pyridin-6-yl]-5-methylpyrazol-1-yl)azetidin-1-yl]pyrrolidine-1-carbonitrile